3-((7-Bromo-6-chloro-8-fluoro-3-nitroquinolin-4-yl)amino)azetidine-1-carboxylate BrC1=C(C=C2C(=C(C=NC2=C1F)[N+](=O)[O-])NC1CN(C1)C(=O)[O-])Cl